5'-(2-(4,6-diphenylpyrimidin-2-yl)phenyl)spiro[cyclohexane-1,9'-fluorene]-2'-carbonitrile C1(=CC=CC=C1)C1=NC(=NC(=C1)C1=CC=CC=C1)C1=C(C=CC=C1)C1=C2C=3C=CC(=CC3C3(C2=CC=C1)CCCCC3)C#N